COC1=C(C=NN1C(=O)OC(C)(C)C)B1OC(C(O1)(C)C)(C)C tert-butyl 5-methoxy-4-(4,4,5,5-tetramethyl-1,3,2-dioxaborolan-2-yl)pyrazole-1-carboxylate